ClC=1C(=NC(=CC1)OC)C1=CN=C(N1C)C1=C(C=CC=C1F)F 3-chloro-2-(2-(2,6-difluorophenyl)-1-methyl-1H-imidazol-5-yl)-6-methoxypyridine